3-(8-iododibenzo[b,d]furan-2-yl)-9-phenyl-9H-carbazole IC=1C=CC2=C(C3=C(O2)C=CC(=C3)C=3C=CC=2N(C4=CC=CC=C4C2C3)C3=CC=CC=C3)C1